C12(CC3CC(CC(C1)C3)C2)CN2N=CC(=C2C)C2=CN=C(C(=C2C(=O)OC)OCC2=CC=C(C=C2)OC)N=C(C2=CC=CC=C2)C2=CC=CC=C2 methyl 5-(1-(adamantan-1-ylmethyl)-5-methyl-1H-pyrazol-4-yl)-2-((diphenylmethylene)amino)-3-((4-methoxybenzyl)oxy)isonicotinate